O=C([C@H](O)[C@@H](O)[C@H](O)[C@H](O)CO)C#N gluconic acid, cyanide